NC=1N=C(SC1C(=O)C1=CC(=NO1)C(=O)NC1CCC1)N(C1=CC=C(C=C1)F)[C@@H](C(=O)N)C |r| rac-5-[4-amino-2-(N-(2-amino-1-methyl-2-oxoethyl)-4-fluoro-anilino)thiazole-5-carbonyl]-N-cyclobutyl-isoxazole-3-carboxamide